6,7-difluoro-2-methyl-quinoline FC=1C=C2C=CC(=NC2=CC1F)C